(S)-N-(4-cyclobutyl-3-cyclohex-yl-1-methyl-1H-pyrazol-5-yl)-2-(2,2,3,3-tetrafluorocyclobutyl)-acetamide C1(CCC1)C=1C(=NN(C1NC(C[C@@H]1C(C(C1)(F)F)(F)F)=O)C)C1CCCCC1